O=S(C(F)(F)F)(=O)[Ag](S(=O)(=O)C(F)(F)F)N=[N+]=[N-] bis[dioxo(trifluoromethyl)-lambda6-sulfanyl]silver azide